tert-butyl N-[(1R,3S)-3-(5,6,7,8-tetrahydro-[1,2,4]triazolo[4,3-a]pyrazin-3-yl) cyclohexyl]carbamate N=1N=C(N2C1CNCC2)[C@@H]2C[C@@H](CCC2)NC(OC(C)(C)C)=O